(R)-2-(piperidin-2-yl)pyridine N1[C@H](CCCC1)C1=NC=CC=C1